4-[(2R)-3-(3,4-dihydro-1H-isoquinolin-2-yl)-2-hydroxy-propyl]-8-[(3-fluoro-4-piperidyl)oxy]-1-methyl-2,3-dihydro-1,4-benzodiazepin-5-one dihydrochloride Cl.Cl.C1N(CCC2=CC=CC=C12)C[C@H](CN1CCN(C2=C(C1=O)C=CC(=C2)OC2C(CNCC2)F)C)O